Cl.C(C)(C)N1N=NC=2C=CC=3C=NC(=NC3C21)NC2=CC=C(C=N2)N2CCS(CC2)(=O)=O 4-(6-((1-Isopropyl-1H-[1,2,3]triazolo[4,5-h]quinazolin-8-yl)amino)pyridin-3-yl)thiomorpholine 1,1-dioxide hydrochloride